2-(2-((5-(3-(aminomethyl)-2-methylphenyl)-1-isopropyl-1H-indazol-3-yl)methoxy)phenyl)acetic acid NCC=1C(=C(C=CC1)C=1C=C2C(=NN(C2=CC1)C(C)C)COC1=C(C=CC=C1)CC(=O)O)C